(2-aminoethyl-(2-carboxyethyl)amino)propionic acid NCCN(CCC(=O)O)C(C(=O)O)C